N-[4-fluoro-5-[2-(oxan-4-yloxy)pyrimidin-4-yl]-2-[rac-(3R,5S)-3,4,5-trimethylpiperazin-1-yl]phenyl]-6-oxo-4-(trifluoromethyl)-1H-pyridine-3-carboxamide FC1=CC(=C(C=C1C1=NC(=NC=C1)OC1CCOCC1)NC(=O)C1=CNC(C=C1C(F)(F)F)=O)N1C[C@H](N([C@H](C1)C)C)C |r|